OC1C(CC12CCN(CC2)C(=O)C2CCN(CC2)C(C)=O)C2N1C(C=3C=CC=CC23)=CN=C1 1-[4-[3-hydroxy-2-(5H-imidazo[1,5-b]isoindol-5-yl)-7-azaspiro[3.5]nonane-7-carbonyl]-1-piperidyl]ethanone